ClC1=NC=NC2=C(C=CC=C12)C(=O)C1CC1 (4-chloroquinazolin-8-yl)-cyclopropyl-methanone